(S)-(2,3,6,7-Tetrahydro-1H-azepin-2-yl-7,7-d2)methan-d2-ol N1[C@@H](CC=CCC1([2H])[2H])C(O)([2H])[2H]